4-bromo-N-methyl-2-(trifluoromethyl)benzamide BrC1=CC(=C(C(=O)NC)C=C1)C(F)(F)F